CC=1N(C(=CC1)C)C1=NN(C(=C1)I)C 3-(2,5-dimethyl-1H-pyrrol-1-yl)-5-iodo-1-methyl-1H-pyrazole